3-(Trifluoromethyl)-6a,7,9,10-tetrahydropyrazino[1,2-d]pyrido[3,2-b][1,4]oxazine FC(C1=CC=2OCC3N(C2N=C1)CCNC3)(F)F